OC1CN(CCC1NC(C(C)OC[C@H](C)NC=1C=NN(C(C1C(F)(F)F)=O)CC1=CC=C(C=C1)OC)=O)C(=O)[O-] 3-hydroxy-4-(2-((S)-2-((1-(4-methoxybenzyl)-6-oxo-5-(trifluorometh-yl)-1,6-dihydropyridazin-4-yl)amino)propoxy)propanamido)piperidine-1-carboxylate